(2-((3R,5R)-3,5-bis((tert-butyldimethylsilyl)oxy)cyclohexylidene)ethyl)diphenylphosphine [Si](C)(C)(C(C)(C)C)O[C@@H]1CC(C[C@H](C1)O[Si](C)(C)C(C)(C)C)=CCP(C1=CC=CC=C1)C1=CC=CC=C1